NC(C)(C1CC(C1)(F)F)C1=NN(C2=CN=CC=C21)C 3-(1-amino-1-(3,3-difluorocyclobutyl)ethyl)-1-methyl-1H-pyrazolo[3,4-c]pyridin